3-hydroxy-2,2-dimethyl-3,4-dihydro-2H-pyrano[2,3-b]pyridine-6-carboxylic acid OC1CC=2C(=NC=C(C2)C(=O)O)OC1(C)C